(5-(6-(5,6-dihydroimidazo[1,2-a]pyrazin-7(8H)-yl)-1H-imidazo[4,5-c]pyridin-2-yl)-1H-pyrrol-3-yl)(2-(trifluoromethyl)phenyl)methanone N=1C=CN2C1CN(CC2)C2=CC1=C(C=N2)N=C(N1)C1=CC(=CN1)C(=O)C1=C(C=CC=C1)C(F)(F)F